(methylthio)-1H-tetrazole CSN1N=NN=C1